5-(4-Chlorophenyl)-3-(1,5-dimethyl-1H-pyrazol-4-yl)pyrazin-2-amine ClC1=CC=C(C=C1)C=1N=C(C(=NC1)N)C=1C=NN(C1C)C